4-amino-N-(cyclopropylmethyl)-N-(5-(trifluoromethyl)-2,3-dihydro-1H-inden-1-yl)-[1,2,4]triazolo[4,3-a]quinoxaline-8-carboxamide NC=1C=2N(C3=CC(=CC=C3N1)C(=O)N(C1CCC3=CC(=CC=C13)C(F)(F)F)CC1CC1)C=NN2